C(C1=CC=CC=C1)OC1C(C(C2OC2C1OCC1=CC=CC=C1)CO)OC1OC(C(C(C1OCC1=CC=CC=C1)OCC1=CC=CC=C1)OCC1=CC=CC=C1)COCC1=CC=CC=C1 (4,5-bis(benzyloxy)-3-((3,4,5-tris(benzyloxy)-6-((benzyloxy)methyl)tetrahydro-2H-pyran-2-yl)oxy)-7-oxabicyclo[4.1.0]heptan-2-yl)methanol